trans-2-phenylcyclopropane-1-carboxylic acid C1(=CC=CC=C1)[C@H]1[C@@H](C1)C(=O)O